N12NCC(CC1)C2 Diazabicyclo[2.2.1]Heptane